ClC=1C=C(C=CC1Cl)CC(=O)N1CC2=C(CC1)SC(=C2)C2=NOC(=N2)C(F)(F)F 2-(3,4-dichlorophenyl)-1-(2-(5-(trifluoromethyl)-1,2,4-oxadiazol-3-yl)-6,7-dihydrothieno[3,2-c]pyridin-5(4H)-yl)ethan-1-one